N-[4-(2-{3-Fluoro-4-[3-(2-fluoro-5-trifluoromethyl-phenyl)-ureido]-phenyl}-ethyl)-pyridin-2-yl]-acetamide FC=1C=C(C=CC1NC(=O)NC1=C(C=CC(=C1)C(F)(F)F)F)CCC1=CC(=NC=C1)NC(C)=O